N-(3,4-difluorobenzyl)-1-(2-((4-(5-(pyrrolidin-1-yl)pyridin-3-yl)-1H-1,2,3-triazol-1-yl)methyl)imidazo[1,2-a]pyridin-6-yl)methylamine FC=1C=C(CNCC=2C=CC=3N(C2)C=C(N3)CN3N=NC(=C3)C=3C=NC=C(C3)N3CCCC3)C=CC1F